7-(Difluoro-methyl)-9-fluoro-8-(6-fluoro-1-methylsulfonyl-1H-indol-4-yl)-1,4,4-trimethyl-5H-[1,2,4]triazolo[4,3-a]quinoxaline FC(C=1C=C2NC(C=3N(C2=C(C1C1=C2C=CN(C2=CC(=C1)F)S(=O)(=O)C)F)C(=NN3)C)(C)C)F